C(C)(C)(C)OC(=O)C1=CC=C(C2=CC=CC=C12)Br.C(C)(C)(C)OC(=O)C1=CC=C(C2=CC=CC=C12)B(O)O ({4-[(tert-butoxy)carbonyl]naphthalen-1-yl}boronic acid) tert-butyl-4-bromonaphthalene-1-carboxylate